CC1=CC=C(C=C1)S(=O)(=O)OCCN1C(=NC=C1)C1(CC(C2(OCCO2)CC1)(C)C)O 2-(2-(8-hydroxy-6,6-dimethyl-1,4-dioxaspiro[4.5]decan-8-yl)-1H-imidazol-1-yl)ethyl 4-methylbenzenesulfonate